ClC1=NC(=CN=C1)O[C@@H](C)C1=CC=CC=C1 (S)-2-chloro-6-(1-phenylethoxy)pyrazine